ClC=1C=CC2=C([C@@H](C[C@H](O2)C(=O)NC23CC(C2)(C3)N3N=CC(=C3)[C@@H]3C[C@@H](C3)OC(F)(F)F)O)C1 (2S,4R)-6-chloro-4-hydroxy-N-(3-{4-[cis-3-(trifluoromethoxy)cyclobutyl]-1H-pyrazol-1-yl}bicyclo[1.1.1]pentan-1-yl)-3,4-dihydro-2H-1-benzopyran-2-carboxamide